BrC1=C(N=C(C=2N1N=CC2)N2CCC1(CC2)C(C2=CC=CC(=C2C1)OC)=NS(=O)C(C)(C)C)C N-[1'-(7-bromo-6-methyl-pyrazolo[1,5-a]pyrazin-4-yl)-4-methoxy-spiro[indan-2,4'-piperidin]-1-ylidene]-2-methyl-propane-2-sulfinamide